O=C1NC(CCC1C1=C(C=C(CN2CCN(CC2)C2CCN(CC2)C2=C(C=C(C=C2)NC=2C(=NC(=C(N2)NC2CCOCC2)CC)C(=O)N)OC)C=C1)F)=O 3-((4-(4-(4-(4-(2,6-dioxopiperidin-3-yl)-3-fluorobenzyl)piperazin-1-yl)piperidin-1-yl)-3-methoxyphenyl)amino)-6-ethyl-5-((tetrahydro-2H-pyran-4-yl)amino)pyrazine-2-carboxamide